ClC1=CC=CC=2N(C[C@@H](OC21)C)C(=O)C2=C(C=CC(=C2)N2N=C(N=C2)C(C)C)OC [(2S)-8-chloro-2-methyl-2,3-dihydro-1,4-benzoxazin-4-yl]-[5-(3-isopropyl-1,2,4-triazol-1-yl)-2-methoxy-phenyl]methanone